pyridine-1-amine hydrochloride Cl.N1(CC=CC=C1)N